FC=1C=C(C=C2C(=CC(=NC12)C)[C@@H](C)NC(OC(C)(C)C)=O)C1=NC(=NC=C1F)NC1CCN(CC1)S(=O)(=O)C |r| (±)-Tert-butyl (1-(8-fluoro-6-(5-fluoro-2-((1-(methylsulfonyl)piperidin-4-yl)amino)pyrimidin-4-yl)-2-methylquinolin-4-yl)ethyl)carbamate